C(CCC)C(C(=O)O)OC1=CC=CC=C1 Butylphenoxyacetic acid